tert-butyl (1-(2-(1-(1-(1-(4-methoxybenzyl)-2,6-dioxopiperidin-3-yl)-3-methyl-2-oxo-2,3-dihydro-1H-benzo[d]imidazol-4-yl)piperidin-4-yl)ethyl)piperidin-4-yl)carbamate COC1=CC=C(CN2C(C(CCC2=O)N2C(N(C3=C2C=CC=C3N3CCC(CC3)CCN3CCC(CC3)NC(OC(C)(C)C)=O)C)=O)=O)C=C1